C(C)(C)(C)C1=C(C(O)(C(C)(C)C)C(C)(C)C)C=CC=C1 tri-tert-butylhydroxytoluene